(1R,2R)-Boc-2-aminocyclopentanecarboxylic acid C(=O)(OC(C)(C)C)[C@]1([C@@H](CCC1)N)C(=O)O